8-fluoro-2-(((2R,7aS)-2-fluorohexahydro-1H-pyrrolizin-7a-yl)methoxy)pyrido[4,3-d]pyrimidin-4-amine FC1=CN=CC2=C1N=C(N=C2N)OC[C@]21CCCN1C[C@@H](C2)F